C1[C@H](NC(=O)O1)C2=CC=CC=C2 (R)-(-)-4-phenyl-2-oxazolidinone